ClC(C1=NC(=NO1)C1=CC=C(C=C1)C(CS(=O)(=O)CC=1N=CN(C1)C)=O)(F)F 1-(4-(5-(chlorodifluoromethyl)-1,2,4-oxadiazol-3-yl)phenyl)-2-(((1-methyl-1H-imidazol-4-yl)methyl)sulfonyl)ethan-1-one